(2R)-N-[7-cyano-2-hydroxy-2-[[2-oxo-3-(3-oxo-4H-pyrazino[2,3-b][1,4]oxazin-6-yl)-1-oxa-3,8-diazaspiro[4.5]decan-8-yl]methyl]indan-5-yl]-2-(dimethylamino)propanamide C(#N)C=1C=C(C=C2CC(CC12)(CN1CCC2(CN(C(O2)=O)C2=NC3=C(OCC(N3)=O)N=C2)CC1)O)NC([C@@H](C)N(C)C)=O